7-cyano-N-[(3-fluorophenyl)-methyl]-2-methoxy-4-methyl-quinoline-3-carboxylic acid amide C(#N)C1=CC=C2C(=C(C(=NC2=C1)OC)C(=O)NCC1=CC(=CC=C1)F)C